C(C)OC=1C=C2C=CN=C(C2=CC1OCC)NC1=CC(=C(C=C1)S(=O)(=O)C)F 6,7-diethoxy-N-(3-fluoro-4-methanesulfonylphenyl)isoquinolin-1-amine